6-chloro-N-[5-(1,1-dideuterio-2,2-difluoro-ethyl)-4,6-dimethoxy-pyrimidin-2-yl]-7-pyrazol-1-yl-1H-indole-3-sulfonamide ClC1=CC=C2C(=CNC2=C1N1N=CC=C1)S(=O)(=O)NC1=NC(=C(C(=N1)OC)C(C(F)F)([2H])[2H])OC